C(CCCCC)OC(CCCCCCCC)=O nonanoic acid hexyl ester